CN1N=CC(=C1)C=1C=CC=2N(C1)N=CC2N2CCN(CCC2)C(=O)OC(C)(C)C tert-butyl 4-[6-(1-methyl-1H-pyrazol-4-yl)pyrazolo[1,5-a]pyridine-3-yl]-1,4-diazepane-1-carboxylate